C(CCCCC(=O)OC(CCCCCCCCCC)CCCCCCC)(=O)OC(CCCCCCCCCC)CCCCCCC di(heptyl undecyl) adipate